N-methyl-5-(4-((2-(sulfamoylamino)pyridin-4-yl)methyl)piperazin-1-yl)picolinamide CNC(C1=NC=C(C=C1)N1CCN(CC1)CC1=CC(=NC=C1)NS(N)(=O)=O)=O